O=C1NC(CCC1N1CC2=CC=C(C=C2C1=O)S(=O)(=O)F)=O 2-(2,6-dioxo-3-piperidyl)-3-oxo-isoindoline-5-sulfonyl fluoride